C(C1=CC=CC=C1)OC=1C=C(C=CC1OCC1=CC=CC=C1)CC(C(C)(C)C)NC=O N-(1-(3,4-bis(benzyloxy)phenyl)-3,3-dimethylbutan-2-yl)carboxamide